[O-2].[Cs+].[Sm+3].[Ba+2].[O-2].[O-2] barium samarium cesium oxide